ClC1=CC2=C(C=3C(CNC3C=C2)C2=CC=CC=C2)C=C1 7-chloro-1-phenyl-1H,2H,3H-benzo[e]Indole